N-(3-(1H-1,2,4-triazol-3-yl)phenyl)-2-(2-amino-6-methylpyridin-4-yl)-1H-pyrrolo[3,2-c]pyridin-6-amine N1N=C(N=C1)C=1C=C(C=CC1)NC1=CC2=C(C=N1)C=C(N2)C2=CC(=NC(=C2)C)N